N4,N4'-di(naphthalene-1-yl)-N4,N4'-bis(4-vinylphenyl)biphenyl-4,4'-diamine C1(=CC=CC2=CC=CC=C12)N(C1=CC=C(C=C1)C1=CC=C(C=C1)N(C1=CC=C(C=C1)C=C)C1=CC=CC2=CC=CC=C12)C1=CC=C(C=C1)C=C